4-(4-bromo-2,6-difluoro-phenylsulfanyl)-butyric acid ethyl ester C(C)OC(CCCSC1=C(C=C(C=C1F)Br)F)=O